4-butoxy-N-(3-chloropropyl)benzenesulfonamide C(CCC)OC1=CC=C(C=C1)S(=O)(=O)NCCCCl